N'-(4-(3-(2-cyanophenoxy)oxetan-3-yl)-5-fluoro-2-methylphenyl)-N-ethyl-N-methylformimidamide C(#N)C1=C(OC2(COC2)C2=CC(=C(C=C2F)N=CN(C)CC)C)C=CC=C1